NC=1C=C(C=C2C=C(N=NC12)NC(=O)[C@@H]1[C@H](C1)C#N)C=1C=NC=CC1CC (1S,2S)-N-(8-Amino-6-(4-ethylpyridin-3-yl)cinnolin-3-yl)-2-cyanocyclopropanecarboxamide